NC=1C2=C(N=CN1)N(C(=C2C2=CC=C(C=C2)SC2=NC=CC=N2)C2=CC=C(C=C2)NC(C(=C)C)=O)C N-(4-(4-amino-7-methyl-5-(4-(pyrimidin-2-ylthio)phenyl)-7H-pyrrolo[2,3-d]pyrimidin-6-yl)phenyl)methacrylamide